3-methyl-4-[(E)-2-[4-(trifluoromethyl)phenyl]vinyl]pyrrolidine-1-carboxylic acid tert-butyl ester C(C)(C)(C)OC(=O)N1CC(C(C1)\C=C\C1=CC=C(C=C1)C(F)(F)F)C